C(=O)C1=NC=CC=C1NC(C)=O N-(2-formyl-3-pyridinyl)acetamide